CN(CCCOC(=O)OC(CCC(=O)O)CCCCCC)C 4-(((3-(dimethylamino)propoxy)carbonyl)oxy)decanoic Acid